8-benzyl-2-[(furan-2-yl)methyl]-6-phenylimidazo[1,2-A]pyrazine C(C1=CC=CC=C1)C=1C=2N(C=C(N1)C1=CC=CC=C1)C=C(N2)CC=2OC=CC2